Methyl ((((1S,4R)-4-(2-amino-6-ethoxy-9H-purin-9-yl)cyclopent-2-en-1-yl)methoxy)(4-bromophenoxy)phosphoryl)-L-alaninate NC1=NC(=C2N=CN(C2=N1)[C@H]1C=C[C@H](C1)COP(=O)(OC1=CC=C(C=C1)Br)N[C@@H](C)C(=O)OC)OCC